N-ethyl-cyclohexanamine C(C)NC1CCCCC1